7-hydroperoxycholesterol O(O)C1[C@H]2[C@@H]3CC[C@H]([C@@H](CCCC(C)C)C)[C@]3(CC[C@@H]2[C@]2(CC[C@@H](CC2=C1)O)C)C